N1(CCCCC1)C1=CC(=NC=N1)OC1CNCC1 3-((6-(piperidin-1-yl)pyrimidin-4-yl)oxy)pyrrolidin